(6S)-6-isopropyl-2-methoxy-3-(3-methoxypropoxy)-5,6-dihydro-1,7-naphthyridine C(C)(C)[C@@H]1CC=2C=C(C(=NC2C=N1)OC)OCCCOC